C1C2(N=C3N1C1=CC=CC=C1CN3)CCC2 4',5'-dihydro-1'H-spiro[cyclobutane-1,2'-imidazo[1,2-a]quinazoline]